C(CCC)C1=NN(C(=C1O)C)C(C)(C)C 3-n-Butyl-1-tert-butyl-4-hydroxy-5-methyl-pyrazol